ClC=1C=CC(=C(C1)C1=CC(=C(N=N1)OC)NC1=CC(=NC=C1)NC(CCN1CCN(CC1)C)=O)F N-(4-{[6-(5-chloro-2-fluoro-phenyl)-3-methoxypyridazin-4-yl]amino}pyridin-2-yl)-3-(4-methylpiperazin-1-yl)propan-amide